6-(5-chloro-2-((4-(4-methylpiperazin-1-yl)phenyl)amino)pyrimidin-4-yl)-4,4-dimethyl-3,4-dihydroisoquinolin-1(2H)-one ClC=1C(=NC(=NC1)NC1=CC=C(C=C1)N1CCN(CC1)C)C=1C=C2C(CNC(C2=CC1)=O)(C)C